4-(3-((7H-pyrrolo[2,3-d]pyrimidin-4-yl)oxy)phenyl)-2-(thiazol-2-yl)butan-3-ol-2-ol N1=CN=C(C2=C1NC=C2)OC=2C=C(C=CC2)CC(C(C)(O)C=2SC=CN2)O